N-(5-methyl-2-oxo-1H-pyrimidin-4-yl)benzamide CC=1C(=NC(NC1)=O)NC(C1=CC=CC=C1)=O